2-methoxyhydroquinone COC1=C(O)C=CC(=C1)O